The molecule is an organic nitrogen anion resulting from the deprotonation of the sulfonamide nitrogen of flucarbazone. It is a conjugate base of a flucarbazone. CN1C(=NN(C1=O)/C(=N\\S(=O)(=O)C2=CC=CC=C2OC(F)(F)F)/[O-])OC